methyl 2-(4-(6-((4-cyano-2-fluorobenzyl)oxy)pyridin-2-yl)-2,5-difluorobenzyl)-4-iodo-1-(2-methoxyethyl)-1H-benzo[d]imidazole-6-carboxylate C(#N)C1=CC(=C(COC2=CC=CC(=N2)C2=CC(=C(CC3=NC4=C(N3CCOC)C=C(C=C4I)C(=O)OC)C=C2F)F)C=C1)F